C[C@H]1N(C[C@@H](NC1)C)C=1C=C2C(=CC=NC2=CC1)N[C@H](C)C1=C(C(=CC=C1)C(F)(F)F)C 6-((2R,5S)-2,5-dimethylpiperazin-1-yl)-N-((R)-1-(2-methyl-3-(trifluoromethyl)phenyl)ethyl)quinolin-4-amine